Phenyl-acetaldehyd C1(=CC=CC=C1)CC=O